N1(CCC1)C(=O)[C@]1(OCCN(C1)C=1C=2N(C=C(C1)S(=O)(=O)NC1(CC1)C)C(=NC2)C=2SC(=NN2)C(F)F)C |o1:6| rel-(S)-8-(2-(azetidine-1-carbonyl)-2-methylmorpholino)-3-(5-(difluoromethyl)-1,3,4-thiadiazol-2-yl)-N-(1-methylcyclopropyl)imidazo[1,5-a]pyridine-6-sulfonamide